CC1(CCC(CC1)C(NC1=NC(=C(C=C1)NC1=NC(=CC=C1[N+](=O)[O-])C1=CC=CC=C1)C)=O)C(=O)OC methyl 1-methyl-4-((6-methyl-5-((3-nitro-6-phenylpyridin-2-yl)amino)pyridin-2-yl)carbamoyl)cyclohexane-1-carboxylate